(S)-2-(1H-benzo[d]imidazole-2-carboxamido)-3-cyclobutylpropanoic acid N1C(=NC2=C1C=CC=C2)C(=O)N[C@H](C(=O)O)CC2CCC2